C(C1=CC=CC=C1)(=O)N1C(=NC=2N(C=NC2C1=O)[C@@H]1O[C@@H]([C@H]([C@H]1O[Si](C)(C)C(C)(C)C)O)CO[Si](C)(C)C(C)(C)C)NC(C)=O N-(1-benzoyl-9-((2R,3R,4R,5R)-3-((tert-butyldimethylsilyl)oxy)-5-(((tert-butyldimethyl-silyl)oxy)methyl)-4-hydroxytetrahydrofuran-2-yl)-6-oxo-6,9-dihydro-1H-purin-2-yl)acetamide